(S)-2-(1-acryloyl-4-(7-(3-hydroxynaphthalen-1-yl)-2-((1-morpholinylcyclopropyl)methoxy)-5,6,7,8-tetrahydropyrido[3,4-d]pyrimidin-4-yl)piperazin-2-yl)acetonitrile C(C=C)(=O)N1[C@H](CN(CC1)C=1C2=C(N=C(N1)OCC1(CC1)N1CCOCC1)CN(CC2)C2=CC(=CC1=CC=CC=C21)O)CC#N